(3S,3aS,6aR)-3-(5-chloro-4-(m-tolyl)-4H-1,2,4-triazol-3-yl)-2-(6-methyl-4-(trifluoromethyl)pyridin-2-yl)hexahydrocyclopenta[c]pyrrol-1(2H)-one ClC=1N(C(=NN1)[C@@H]1[C@@H]2[C@H](C(N1C1=NC(=CC(=C1)C(F)(F)F)C)=O)CCC2)C=2C=C(C=CC2)C